ClC1=C(C=C(C=C1N1[C@H](CN(CC1)CC1(NC(OC1)=O)C)C)C#N)NC1=NC=2N(C(=N1)NC1CC1)N=CC2C#N 2-((2-chloro-5-cyano-3-((2S)-2-methyl-4-((4-methyl-2-oxooxazolidin-4-yl)methyl)piperazin-1-yl)phenyl)amino)-4-(cyclopropylamino)pyrazolo[1,5-a][1,3,5]triazine-8-carbonitrile